10,10-dimethyl-9-oxo-4-(pyridin-3-ylmethyl)-1-oxa-4-azaspiro[5.5]undec-7-ene-8-carbonitrile CC1(C(C(=CC2(CN(CCO2)CC=2C=NC=CC2)C1)C#N)=O)C